CC1=NC=2C=CC(=CC2C2=C1C(N(NC2=O)C2=CC=CC=C2)=O)S(=O)(=O)N2CCOCC2 5-methyl-9-(morpholine-4-sulfonyl)-3-phenyl-1H,2H,3H,4H-pyridazino[4,5-c]quinoline-1,4-dione